C(C(C)C)C1=CC=C(CN2CCCCC2)C=C1 1-(4-isobutylbenzyl)piperidin